3-(5-(tert-butyl)-1,3,4-thiadiazol-2-yl)-1-(pyrazin-2-yl)-1,4,5,6,7,8-hexahydro-5,8-epoxycyclohepta[c]pyrazole C(C)(C)(C)C1=NN=C(S1)C=1C2=C(N(N1)C1=NC=CN=C1)C1CCC(C2)O1